Cl[C@@]1(C[C@H](N2N=C(N=C21)S(=O)(=O)C2CC2)C2=CC=CC=C2)[2H] trans-7-chloro-2-cyclopropylsulfonyl-7-deutero-5-phenyl-5,6-dihydropyrrolo[1,2-b][1,2,4]triazole